O=C1C(C=2N=C(C=3C=C(C=CC3C2N1)C(=O)O)NC1=CC(=CC=C1)C(F)(F)F)=O 2,3-dioxo-5-((3-(trifluoromethyl)phenyl)amino)-2,3-dihydro-1H-pyrrolo[3,2-c]isoquinoline-7-carboxylic acid